1-(4-chloro-3-fluorophenyl)-3-((1-(pyridin-4-yl)-2-oxabicyclo[2.1.1]hexan-4-yl)amino)propan-1-ol ClC1=C(C=C(C=C1)C(CCNC12COC(C1)(C2)C2=CC=NC=C2)O)F